methyl-6-{3-[(3-phenylbutyl)carbamoyl]piperazin-1-yl}-1H-indazole-3-carboxamide CN1N=C(C2=CC=C(C=C12)N1CC(NCC1)C(NCCC(C)C1=CC=CC=C1)=O)C(=O)N